O1C(COC2=C1C=CC=C2)C2=CC=C(CN1CCOCC1)C=C2 4-[4-(2,3-dihydro-1,4-benzodioxin-2-yl)benzyl]morpholine